N-(5-bromo-3-chloro-4-iodo-2-nitrophenyl)-N-methylacetamide BrC=1C(=C(C(=C(C1)N(C(C)=O)C)[N+](=O)[O-])Cl)I